C(C)(C)(C)OC(NCC)=O tert-butyl(ethyl)carbamate